[(3S)-4-(4-{5-[5-Fluoro-6-(2-methoxyethoxy)-1H-indazol-3-yl]-1,2-oxazol-3-yl}benzoyl)morpholin-3-yl]methanol FC=1C=C2C(=NNC2=CC1OCCOC)C1=CC(=NO1)C1=CC=C(C(=O)N2[C@H](COCC2)CO)C=C1